C(C1=CC=CC=C1)N1C(C(CC1)C1=NC(=NO1)C=1C=NC=C(C1)[C@](C1=CC=C(C=C1)C(C)C)(O)C1(CN(C1)C)C)=O 1-benzyl-3-(3-{5-[(R)-(1,3-dimethyl-azetidin-3-yl)-hydroxy-(4-isopropyl-phenyl)-methyl]Pyridine-3-yl}-[1,2,4]Oxadiazol-5-yl)-pyrrolidin-2-one